(1S,3S)-3-((6-(5-(((((3,5-difluoro-benzyl)oxy)carbonyl)amino)methyl)-1-methyl-1H-1,2,3-triazol-4-yl)-2-methylpyridin-3-yl)oxy)cyclohexane-1-carboxylic acid FC=1C=C(COC(=O)NCC2=C(N=NN2C)C2=CC=C(C(=N2)C)O[C@@H]2C[C@H](CCC2)C(=O)O)C=C(C1)F